C1(=CC=CC=2C3=CC=CC=C3CC12)C=O fluorenyl-formaldehyde